(2S)-2-(tert-butoxycarbonylamino)-4,4-dimethyl-pentanoic acid C(C)(C)(C)OC(=O)N[C@H](C(=O)O)CC(C)(C)C